hexane-1-Carbohydrazide C(CCCCC)C(=O)NN